ClC=1C(=NC(=NC1)NC1=CC=C(C=C1)S(=O)(=O)N)N1CC(OC[C@@H]1C)(C)C 4-({5-chloro-4-[(5S)-2,2,5-trimethylmorpholin-4-yl]pyrimidin-2-yl}amino)benzenesulfonamide